(S)-S-(1-((tert-butyldimethylsilyl)oxy)propan-2-yl) ethanethioate C(C)(S[C@H](CO[Si](C)(C)C(C)(C)C)C)=O